(2-methoxy-6-(pyridazin-4-yl)pyridin-3-yl)-5-methyl-3-phenylisoxazole-4-carboxamide COC1=NC(=CC=C1NC(=O)C=1C(=NOC1C)C1=CC=CC=C1)C1=CN=NC=C1